1,1-dioxo-4-bromo-2,3-dihydrobenzo[b]thiophene O=S1(C2=C(CC1)C(=CC=C2)Br)=O